tert-butyl 2-(3-chloro-2-fluorobenzyl)-4-fluoro-3-(2,2,2-trifluoroacetamido)pyrrolidine-1-carboxylate ClC=1C(=C(CC2N(CC(C2NC(C(F)(F)F)=O)F)C(=O)OC(C)(C)C)C=CC1)F